BrC1=C(C=C(C=C1)C#N)C[C@H](C(=O)OC(C)(C)C)[C@@H]1CN(CC1)C(=O)OC(C)(C)C tert-Butyl (3R)-3-[(1S)-1-[(2-bromo-5-cyano-phenyl)methyl]-2-tert-butoxy-2-oxo-ethyl]pyrrolidine-1-carboxylate